3-(4,5-dimethyl-ylthiazol-2-yl)-2,5-diphenyltetrazolium bromid [Br-].C=C1N=C(SC1=C)N1N([NH2+]C(=N1)C1=CC=CC=C1)C1=CC=CC=C1